trans-2,3-biphenyl C1=C(C=CC=C1)C=1C=CC=CC1